2-(6-((2-((4-(4-(dimethylamino)piperidin-1-yl)-3-methoxyphenyl)amino)thieno[2,3-d]pyrimidine-4-yl)amino)pyridin-2-yl)propan-2-ol CN(C1CCN(CC1)C1=C(C=C(C=C1)NC=1N=C(C2=C(N1)SC=C2)NC2=CC=CC(=N2)C(C)(C)O)OC)C